OCC(CO)CCCCO 2-hydroxymethyl-1,6-hexanediol